(R)-N-(1-cyclohexylethyl)-6-fluoro-4-oxo-4h-chromene-2-carboxamide C1(CCCCC1)[C@@H](C)NC(=O)C=1OC2=CC=C(C=C2C(C1)=O)F